(3S)-3-[(tert-butoxycarbonyl)amino]-2-oxo-4-[(3S)-2-oxopyrrolidin-3-yl]butyl oxo(phenyl)acetate O=C(C(=O)OCC([C@H](C[C@H]1C(NCC1)=O)NC(=O)OC(C)(C)C)=O)C1=CC=CC=C1